6,7-Difluoroisoquinolin-4-amine FC=1C=C2C(=CN=CC2=CC1F)N